4-(2,2,3-trimethyl-3-cyclopenten-1-yl)-2-buten-1-ol CC1(C(CC=C1C)CC=CCO)C